CC(C)CCC[C@@H](C)[C@H]1CC[C@H]2[C@@H]3CC=C4C[C@H](CC[C@]4(C)[C@H]3CC[C@]12C)O (3β)-cholesta-5-ene-3-ol